C(CCCCCCC(=O)[O-])CCCCCCO The molecule is a omega-hydroxy-long-chain fatty acid anion that is the conjugate base of 14-hydroxymyristic acid, obtained by deprotonation of the carboxy group; major species at pH 7.3. It derives from a tetradecanoate. It is a conjugate base of a 14-hydroxymyristic acid.